O=C1CN(CCN1C1=CC=C(C=C1)B1OC(C(O1)(C)C)(C)C)C1=CC=C(C#N)C=C1 4-(3-oxo-4-(4-(4,4,5,5-tetramethyl-1,3,2-dioxaborolan-2-yl)phenyl)piperazin-1-yl)benzonitrile